FC(CN1N=CC=2C1=NC(=CN2)N2NCC=1CN(CCC12)C(=O)OC(C)(C)C)F tert-butyl 1-(1-(2,2-difluoroethyl)-1H-pyrazolo[3,4-b]pyrazin-6-yl)-2,4,6,7-tetrahydro-5H-pyrazolo[4,3-c]pyridine-5-carboxylate